isotetracosane CCCCCCCCCCCCCCCCCCCCCC(C)C